C1(=CC=CC=C1)C=1C=CC(=NC1)CN1C=CC2=CC=CC(=C12)C(=O)NC1(CC1)C12CC(C1)(C2)C(=O)O 3-(1-(1-((5-Phenylpyridin-2-yl)methyl)-1H-indole-7-carboxamido)cyclopropyl)bicyclo[1.1.1]pentane-1-carboxylic acid